2-[4-bromo-2-oxo-1'-(1H-pyrazolo[4,3-d]pyrimidine-5-carbonyl)spiro[indole-3,4'-piperidin]-1-yl]-N-(2,2,2-trifluoroethyl)acetamide BrC1=C2C(=CC=C1)N(C(C21CCN(CC1)C(=O)C=1N=CC2=C(N1)C=NN2)=O)CC(=O)NCC(F)(F)F